NC1=C(SC2=NC(=C(C=C21)F)C)C(=O)NC2CC=1C(=CC(=NC1CC2)N2CC(C(C2)OC(COC)C)N)F 3-amino-N-(2-{3-amino-4-[(1-methoxypropan-2-yl)oxy]pyrrolidin-1-yl}-4-fluoro-5,6,7,8-tetrahydroquinolin-6-yl)-5-fluoro-6-methylthieno[2,3-b]pyridine-2-carboxamide